N-[2-amino-5-(4-fluorophenyl)phenyl]-4-(pyrimidin-5-ylsulfonimidoyl)benzamide NC1=C(C=C(C=C1)C1=CC=C(C=C1)F)NC(C1=CC=C(C=C1)S(=O)(=N)C=1C=NC=NC1)=O